N-(4-chloro-3-methyl-1,2-oxazol-5-yl)-2-[2-(6-methyl-2H-1,3-benzodioxol-5-yl)acetyl]thiophene-3-sulfonamide ClC=1C(=NOC1NS(=O)(=O)C1=C(SC=C1)C(CC1=CC2=C(OCO2)C=C1C)=O)C